CCCC (E)-butan